7-((6-(1-methyl-1H-pyrazol-3-yl)pyridin-3-yl)methyl)-2,3-dihydrofuro[3,2-b]pyridine-5-carboxylic acid methyl ester COC(=O)C1=CC(=C2C(=N1)CCO2)CC=2C=NC(=CC2)C2=NN(C=C2)C